C(C1=CC=CC=C1)N(S(=O)(=O)C1=CC=C(C=C1)NC(NCC=1C=NC=CC1)=O)CC 3-{4-[benzyl(ethyl)sulfamoyl]phenyl}-1-(pyridin-3-ylmethyl)urea